NC1=C(N=CC(=N1)N1CCC2(CC1)[C@@H](C=1C(=NC=CC1)C2)N)SC2=C(C(=NC=C2)Cl)Cl (S)-1'-(6-amino-5-((2,3-dichloropyridin-4-yl)thio)pyrazin-2-yl)-5,7-dihydrospiro[cyclopenta[b]pyridine-6,4'-piperidin]-5-amine